N-(tert-butoxycarbonyl)-D-leucyl-N-{2-[4-(acetylamino)phenyl]-3-fluoro-1H-indol-5-yl}-L-prolinamide C(C)(C)(C)OC(=O)N[C@H](CC(C)C)C(=O)N1[C@@H](CCC1)C(=O)NC=1C=C2C(=C(NC2=CC1)C1=CC=C(C=C1)NC(C)=O)F